ClC=1C=C(C=CC1Cl)NC(=O)N1[C@H]2CC=3C(=CN(C(C3)=O)C)[C@@H]1CC2 (6R,9S)-N-(3,4-dichlorophenyl)-2-methyl-3-oxo-3,5,6,7,8,9-hexahydro-2H-6,9-epimino-cyclohepta[c]pyridine-10-carboxamide